IC=1C(=O)N(C(C1)=O)CCN iodo-N-(2-aminoethyl)maleimide